tert-butyl (S)-((5-(5-chloro-2-(4,4-difluoropiperidin-1-yl)-4-(trifluoromethyl)benzamido)-2-fluorophenyl)(methyl)(oxo)-λ6-sulfaneylidene)carbamate ClC=1C(=CC(=C(C(=O)NC=2C=CC(=C(C2)[S@@](=O)(C)=NC(OC(C)(C)C)=O)F)C1)N1CCC(CC1)(F)F)C(F)(F)F